O=C1NC(CCC1N1C(C2=CC=CC(=C2C1)C#CC)=O)=O 3-(2-(2,6-dioxopiperidin-3-yl)-1-oxoisoindolin-4-yl)prop-2-yn